tert-butyl 2-(3-fluoro-4-vinylphenyl)pyrrolidine-1-carboxylate FC=1C=C(C=CC1C=C)C1N(CCC1)C(=O)OC(C)(C)C